tetrapentyl-ammonium chloride [Cl-].C(CCCC)[N+](CCCCC)(CCCCC)CCCCC